5-(3-fluorophenyl)-1H-pyrazol-3-amine FC=1C=C(C=CC1)C1=CC(=NN1)N